hexaethoxytungsten(VI) C(C)O[W](OCC)(OCC)(OCC)(OCC)OCC